3-(2-(3-bromo-5-(4-chlorophenyl)-4-cyano-2-(trifluoromethyl)-1H-pyrrole-1-yl)acetamido)-2-methylpropanoic acid BrC1=C(N(C(=C1C#N)C1=CC=C(C=C1)Cl)CC(=O)NCC(C(=O)O)C)C(F)(F)F